C(O)C(C(=O)Cl)(CC)CO 2,2-dimethylolbutyryl chloride